CN([C@@H]1CC[C@H](CC1)C1(OC2=C(O1)C(=CC(=C2C)C(=O)OC)C=2C=NC(=CC2)N2C[C@@H](O[C@@H](C2)C)C)C)C methyl 2-(trans-4-(dimethylamino)cyclohexyl)-7-(6-((2S,6R)-2,6-dimethylmorpholino)pyridin-3-yl)-2,4-dimethylbenzo[d][1,3]dioxole-5-carboxylate